((2-(((S)-1-((S)-2-(benzhydrylcarbamoyl)pyrrolidin-1-yl)-3,3-dimethyl-1-oxobutan-2-yl)carbamoyl)-1H-indol-5-yl)difluoromethyl)phosphonic acid C(C1=CC=CC=C1)(C1=CC=CC=C1)NC(=O)[C@H]1N(CCC1)C([C@H](C(C)(C)C)NC(=O)C=1NC2=CC=C(C=C2C1)C(F)(F)P(O)(O)=O)=O